COC(NS(=O)(=O)C=1SC(=CC1C1=CC(=C(C=C1)CN1C(=NC=C1)C)F)CC(C)C)=O (3-(3-fluoro-4-((2-methyl-1H-imidazol-1-yl)methyl)phenyl)-5-isobutylthiophene-2-yl)sulfonylCarbamic acid methyl ester